C(C1=CC=C(C=C1)CCO)C1=CC=C(C=C1)CCO 4,4'-methylenebis(hydroxyethyl-benzene)